3,6-bis(4'-cyanophenyl)-2,5-dihydropyrrolo[3,4-c]Pyrrole-1,4-dione C(#N)C1=CC=C(C=C1)C=1NC(C2=C(NC(C21)=O)C2=CC=C(C=C2)C#N)=O